((1s,3s)-3-Hydroxy-3-methylcyclobutyl)(6-(2-methylbenzyl)-2-azaspiro[3.3]heptan-2-yl)methanon OC1(CC(C1)C(=O)N1CC2(C1)CC(C2)CC2=C(C=CC=C2)C)C